2-((1S,2S)-2-(3-chloro-6-(2,4-dimethoxypyrimidin-5-yl)pyridazin-4-yl)cyclopropyl)propane ClC=1N=NC(=CC1[C@@H]1[C@@H](C1)C(C)C)C=1C(=NC(=NC1)OC)OC